N-(5-(5-(difluoromethyl)-1,3,4-oxadiazol-2-yl)pyrimidin-2-yl)-4-(2,4-difluorophenyl)-1H-benzo[d]imidazol-6-amine FC(C1=NN=C(O1)C=1C=NC(=NC1)NC=1C=C(C2=C(NC=N2)C1)C1=C(C=C(C=C1)F)F)F